C(C1=CC=CC=C1)(=O)C1(CCCCC1)O 1-benzoyl-cyclohexan-1-ol